O[C@H](C=O)[C@@H]([C@H](CO)O)O (2S,3R,4S)-2,3,4,5-tetrahydroxyvaleraldehyde